COC1=CC(=C(C(=O)O)C=C1)C1=CC=CC=C1 p-methoxyphenyl-benzoic acid